Arsenic Indium [In].[As]